trilysine hydrochloride Cl.N[C@@H](CCCCN)C(=O)O.N[C@@H](CCCCN)C(=O)O.N[C@@H](CCCCN)C(=O)O